4-[(4R)-7-chloro-10-[3-(4-chloro-3,5-dimethyl-phenoxy)propyl]-6-(4,6-dimethylpyrimidin-5-yl)-4-methyl-1-oxo-3,4-dihydropyrazino[1,2-a]indol-2-yl]-1-methyl-indole-2-carboxylic acid ClC=1C=CC=2C(=C3N(C2C1C=1C(=NC=NC1C)C)[C@@H](CN(C3=O)C3=C1C=C(N(C1=CC=C3)C)C(=O)O)C)CCCOC3=CC(=C(C(=C3)C)Cl)C